N1(CCCCC1)C1=NC=C(C=C1)B1OC(C(O1)(CCCCC)CCCCC)(CCCCC)CCCCC 2-(piperidin-1-yl)-5-(4,4,5,5-tetraamyl-1,3,2-dioxaborolan-2-yl)pyridine